FC1=CC=C(C=C1)N1N=CC2=CC(=CC=C12)C1(CCN(CC1)C(=O)OC(C)(C)C)C(=O)OC 1-(tert-butyl) 4-methyl 4-(1-(4-fluorophenyl)-1H-indazol-5-yl)piperidine-1,4-dicarboxylate